2-(tert-butyl)-N-(4-(6-(3,6-dihydro-2H-pyran-4-yl)pyrrolo[2,1-f][1,2,4]triazin-4-yl)-2-methylbenzyl)oxazole-5-carboxamide C(C)(C)(C)C=1OC(=CN1)C(=O)NCC1=C(C=C(C=C1)C1=NC=NN2C1=CC(=C2)C=2CCOCC2)C